[2-(3-Chloro-4-fluoro-2-methylaminomethyl-phenoxy)-ethyl]-carbamic acid tert-butyl ester C(C)(C)(C)OC(NCCOC1=C(C(=C(C=C1)F)Cl)CNC)=O